OCC1=NN(C=C1)C 3-hydroxymethyl-1-methylpyrazole